6-chloro-2-(2-methylphenyl)-1-[[2-(trimethylsilyl)ethoxy]methyl]pyrrolo[3,2-c]pyridine ClC1=CC2=C(C=N1)C=C(N2COCC[Si](C)(C)C)C2=C(C=CC=C2)C